FS(C1=CC=C(OCCCC(=O)OC(C)(C)C)C=C1)(F)(F)(F)F tert-butyl 4-(4-(pentafluoro-λ6-sulfanyl)phenoxy)butanoate